FC([C@H]1CN(CC1)C(=O)OC(C)(C)C)F tert-butyl (R)-3-(difluoromethyl)pyrrolidine-1-carboxylate